FC(CN1C(=NC=2C1=NC(=CC2)C2=CNC=1N=C(N=CC12)NCC1CCN(CC1)C)C)F 5-(3-(2,2-difluoroethyl)-2-methyl-3H-imidazo[4,5-b]pyridin-5-yl)-N-((1-methylpiperidin-4-yl)methyl)-7H-pyrrolo[2,3-d]pyrimidin-2-amine